FC(C(=O)O)(F)F.NC/C(/COC1=CC=C(C=N1)S(=O)(=O)N1CC2C(C2C1)C(=O)O)=C\F trans-3-[6-((E)-2-aminomethyl-3-fluoro-allyloxy)-pyridine-3-sulfonyl]-3-aza-bicyclo[3.1.0]hexane-6-carboxylic acid trifluoroacetate salt